8-methoxy-4-(oxiran-2-ylmethyl)-2,3-dihydro-1,4-benzoxazepin-5-one COC1=CC2=C(C(N(CCO2)CC2OC2)=O)C=C1